[N+](=O)([O-])C=1C=C(C(=O)NCCN2[C@H](CCC2)C(=O)N)C=C(C1)C(F)(F)F (2R)-1-[2-[[3-nitro-5-(trifluoromethyl)benzoyl]amino]ethyl]pyrrolidine-2-carboxamide